((1R,2R)-6-bromo-2-hydroxy-4,4-dimethyl-1,2,3,4-tetrahydronaphthalen-1-yl)-3-(6-cyano-5-methyl-2-phenylpyridin-3-yl)urea BrC=1C=C2C(C[C@H]([C@@H](C2=CC1)NC(=O)NC=1C(=NC(=C(C1)C)C#N)C1=CC=CC=C1)O)(C)C